C(CCCCCCCCCCC)[Mg].[Br] Bromine (dodecyl)magnesium